FC1=CC=C(C=C1)CC[NH3+] 2-(4-fluorophenyl)-ethylammonium